3-[4-[4-(3,3-Difluoro-4-piperidyl)piperazin-1-yl]-3-methyl-2-oxo-benzimidazol-1-yl]piperidine-2,6-dione FC1(CNCCC1N1CCN(CC1)C1=CC=CC=2N(C(N(C21)C)=O)C2C(NC(CC2)=O)=O)F